8-(methylsulfonyl)-3,8-diazabicyclo[3.2.1]octane CS(=O)(=O)N1C2CNCC1CC2